FC1=C(C(=C(C=C1OC)OC)F)N1C(N(C2=C(C1)C=NC(=C2)C=2C=CC(=NC2)C2(CCC2)C#N)C2=NC=CC=C2)=O 1-(5-(3-(2,6-difluoro-3,5-dimethoxyphenyl)-2-oxo-1-(pyridin-2-yl)-1,2,3,4-tetrahydropyrido[4,3-d]pyrimidin-7-yl)pyridin-2-yl)cyclobutanecarbonitrile